(3R)-3-(4-{4-[(6-{1-[6-(2-HYDROXYPHENYL)PYRIDAZIN-4-YL]-4-METHYLPIPERIDINE-4-CARBONYL}-2,6-DIAZASPIRO[3.3]HEPTAN-2-YL)METHYL]PIPERIDIN-1-YL}PHENYL)PIPERIDINE-2,6-DIONE OC1=C(C=CC=C1)C1=CC(=CN=N1)N1CCC(CC1)(C(=O)N1CC2(CN(C2)CC2CCN(CC2)C2=CC=C(C=C2)[C@@H]2C(NC(CC2)=O)=O)C1)C